N(=[N+]=[N-])C1=CC=C(C=C1)\C=C/C=C1C(C(CC(C1)O)=C\C=C/C1=CC=C(C=C1)C)=O 2-[(Z)-3-(4-azidophenyl)prop-2-enylidene]-4-hydroxy-6-[(Z)-3-(4-methylphenyl)prop-2-enylidene]cyclohexan-1-one